ClC1=C(N(N=C1C(F)(F)F)C1=CC(=CC=C1)C(NC=1C=CC=2N(C1)C=C(N2)C)=O)COC2=CC=C(C(=O)OC(C)(C)C)C=C2 tert-Butyl 4-[[4-chloro-2-[3-[(2-methylimidazo[1,2-a]pyridin-6-yl)carbamoyl]phenyl]-5-(trifluoromethyl)pyrazol-3-yl]methoxy]benzoate